FC=1C=C(C=CC1F)C=1NC(=NN1)C=1C=CC(=C(C1)S(=O)(=O)N1CCOCC1)C ((5-(5-(3,4-difluorophenyl)-4H-1,2,4-triazol-3-yl)-2-methylphenyl)sulfonyl)morpholine